C(#N)[C@H](C[C@H]1C(NCC1)=O)NC(=O)[C@H](CC(C)C)NC(=O)C=1NC2=CC=CC(=C2C1)OC N-[(1S)-1-[[(1S)-1-cyano-2-[(3S)-2-oxopyrrolidin-3-yl]ethyl]carbamoyl]-3-methyl-butyl]-4-methoxy-1H-indole-2-carboxamide